2-(5-methoxyindolin-3-yl)-N,N-dimethylethan-1-amine COC=1C=C2C(CNC2=CC1)CCN(C)C